(R)-7-bromo-5-methyl-4,5-dihydro-1H,3H-benzo[4,5]imidazo[2,1-c][1,4]oxazepine-9-carboxylic acid methyl ester COC(=O)C=1C=C(C2=C(N=C3COCC[C@H](N32)C)C1)Br